(E,Z)-3,6-Heneicosadien-11-one CC\C=C\C\C=C/CCCC(CCCCCCCCCC)=O